6,7-dichloro-N-methyl-2,3-dihydrobenzofuran-3-amine ClC1=C(C2=C(C(CO2)NC)C=C1)Cl